C(O)(O)=O.CC=CC methyl Propylene Carbonate